3-(3-Hydroxy-4-methoxyphenyl)-1-[4-(2-methoxyethoxy)phenyl]prop-2-en-1-one OC=1C=C(C=CC1OC)C=CC(=O)C1=CC=C(C=C1)OCCOC